silver-cobalt-copper [Cu].[Co].[Ag]